C1(=CC=CC=C1)CC(=O)OC(CC)(CCCC(C)C)C 3,7-dimethyloctan-3-yl 2-phenylacetate